(3S)-4-amino-3-methyl-N-(1-methyl-1H-pyrazol-4-yl)-N-((5-(trifluoromethyl)-2-pyridinyl)methyl)-1,3-dihydrofuro[3,4-c][1,7]naphthyridine-8-carboxamide NC1=NC=2C=NC(=CC2C2=C1[C@@H](OC2)C)C(=O)N(CC2=NC=C(C=C2)C(F)(F)F)C=2C=NN(C2)C